C(#N)C=1C=C(C=CC1OCC)C=1N=C(NC1)C(=O)O 4-(3-cyano-4-ethoxy-phenyl)-1H-imidazole-2-carboxylic acid